CN1N=C(C=C1C(F)(F)F)CC1CC2(CN(C2)C(=O)N2CC3(C2)NC(CC3)=O)C1 2-[6-[[1-methyl-5-(trifluoromethyl)pyrazol-3-yl]methyl]-2-azaspiro[3.3]heptane-2-carbonyl]-2,5-diazaspiro[3.4]octan-6-one